NC1=C(C=C(C(=N1)F)C1=CC(=C(OC2CCN(CC2)C(=O)OC(C)(C)C)C=C1)C#N)C=1C=C2CCNC(C2=CC1)=O tert-butyl 4-(4-(6-amino-2-fluoro-5-(1-oxo-1,2,3,4-tetrahydroisoquinolin-6-yl)pyridin-3-yl)-2-cyanophenoxy)piperidine-1-carboxylate